6-bromo-2-(2,2-difluoroethoxy)-4-fluoro-1-isopropyl-1H-benzo[d]imidazole BrC=1C=C(C2=C(N(C(=N2)OCC(F)F)C(C)C)C1)F